OC=1C=C2CCN(CC2=CC1OC)CCC=1SC=CC1 6-hydroxy-7-methoxy-2-(2-(thiophen-2-yl)ethyl)-1,2,3,4-tetrahydroisoquinoline